1,N1-dimethyl-N2-(2-nitrophenyl)ethane-1,2-diamine CC(CNC1=C(C=CC=C1)[N+](=O)[O-])NC